C(C)OC(=O)C=1SC2=C(C1SCC)C=CC(=C2)C(F)(F)F 3-ethylsulfanyl-6-(trifluoromethyl)benzothiophene-2-carboxylic acid ethyl ester